C(C1=CC=CC=C1)OC1=CC=C(C=N1)[C@H]1CN(C[C@H](O1)C)C=1N=C(C2=C(N1)N=C(S2)N(C)C)C2=C(C=C(C=C2)F)F 5-[(2S,6R)-2-(6-benzyloxy-3-pyridyl)-6-methyl-morpholin-4-yl]-7-(2,4-difluorophenyl)-N,N-dimethyl-thiazolo[4,5-d]pyrimidin-2-amine